C(C)C1(COC(OC1)C(C=O)(C)C)CO 2-(5-ethyl-5-hydroxymethyl-1,3-dioxane-2-yl)-2-methylpropan-1-aldehyde